CC1=NC2=CC=C(C=C2C=C1)N1CCN(CC1)C1COC1 2-methyl-6-(4-(oxetan-3-yl)piperazin-1-yl)quinoline